(R)-2-amino-2-(1-(2-(2',4-dichloro-[1,1'-biphenyl]-2-yl)ethyl)piperidin-4-yl)-1-(4-(2-ethoxy-6-fluorobenzyl)piperazin-1-yl)ethan-1-one hydrobromide Br.N[C@@H](C(=O)N1CCN(CC1)CC1=C(C=CC=C1F)OCC)C1CCN(CC1)CCC1=C(C=CC(=C1)Cl)C1=C(C=CC=C1)Cl